3,5-bis-(difluoromethyl)-1H-pyrazole FC(C1=NNC(=C1)C(F)F)F